ClC=1C(=C(C=C(C1)F)[C@H](C)N1C(N(C(C1)=O)CC(=O)N)=O)CCl (s)-2-(3-(1-(3-chloro-2-(chloromethyl)-5-fluorophenyl)ethyl)-2,5-dioxoimidazolidin-1-yl)acetamide